COC(=O)C1=CC2=C(S1)C=CC(=C2)NC(=O)C=2N(C=C(C2)NC(=O)OC(C)(C)C)C 5-(4-((tert-butoxycarbonyl)amino)-1-methyl-1H-pyrrole-2-carboxamido)-benzo[b]thiophene-2-carboxylic acid methyl ester